dicyclohexyl-[3,6-dimethoxy-2',4',6'-tris(prop-2-yl)[1,1'-biphenyl]-2-yl]phosphine C1(CCCCC1)P(C1=C(C(=CC=C1OC)OC)C1=C(C=C(C=C1C(C)C)C(C)C)C(C)C)C1CCCCC1